FC(C(=O)[O-])(CC1=C2N(C(C3=CC=CC=C13)=O)C1=C(S2)C=CC=2C=CC=CC21)F 2,2-difluoro-3-(13-oxo-13H-naphtho[1',2':4,5]thiazolo[3,2-b]isoquinolin-8-yl)propanoate